methyl 3-(3-methyl-2-oxo-2,3-dihydrobenzo[d]oxazol-5-yl)bicyclo[1.1.1]pentane-1-carboxylate CN1C(OC2=C1C=C(C=C2)C21CC(C2)(C1)C(=O)OC)=O